2-methyl-[1,2,4]triazolo[1,5-a]pyridin-6-amine hydrochloride Cl.CC1=NN2C(C=CC(=C2)N)=N1